tert-butyl 3-(4-(1-(2-(2,6-dioxopiperidin-3-yl)-1-oxoisoindolin-5-yl)-1H-1,2,3-triazol-4-yl)-1H-pyrazol-1-yl)azetidine-1-carboxylate O=C1NC(CCC1N1C(C2=CC=C(C=C2C1)N1N=NC(=C1)C=1C=NN(C1)C1CN(C1)C(=O)OC(C)(C)C)=O)=O